6,6-dimethyl-4-(4-nitrophenyl)-5,6-dihydro-2H-pyran-3-carboxylic acid CC1(CC(=C(CO1)C(=O)O)C1=CC=C(C=C1)[N+](=O)[O-])C